6-chloro-2-((4-(piperidin-1-yl)butyl)thio)-1,4-dihydroquinazoline dihydrochloride Cl.Cl.ClC=1C=C2CN=C(NC2=CC1)SCCCCN1CCCCC1